C[C@H]1N([C@H](CNC1)C)C1=CC=NC=C1 (2r,6s)-2,6-dimethyl-1-(pyridin-4-yl)piperazine